(2-Dimethylaminoethyl)trimethoxysilan CN(CC[Si](OC)(OC)OC)C